FC(OC1=CC=C(C=C1)S(=O)(=O)N1CCOC2(CCN(C2)CC2COC2)C1)F 9-((4-(Difluoromethoxy)phenyl)sulfonyl)-2-(oxetan-3-ylmethyl)-6-oxa-2,9-diazaspiro[4.5]decane